(2R)-2-[6-[(5-chloro-3-pyridyl)methylamino]-2-prop-1-ynyl-purin-9-yl]tetrahydrothiophene ClC=1C=C(C=NC1)CNC1=C2N=CN(C2=NC(=N1)C#CC)[C@@H]1SCCC1